3-((4-chlorobenzyl)amino)-1-(1-methyl-1H-pyrazol-4-yl)-2-oxopyrrolidine-3-carboxylic acid methyl ester COC(=O)C1(C(N(CC1)C=1C=NN(C1)C)=O)NCC1=CC=C(C=C1)Cl